2-(5-(2'-Fluoro-2-methyl-[1,1'-biphenyl]-3-yl)-1-oxoisoindolin-2-yl)acetic acid FC1=C(C=CC=C1)C1=C(C(=CC=C1)C=1C=C2CN(C(C2=CC1)=O)CC(=O)O)C